1-propyl-2,4,5-trimethylimidazole C(CC)N1C(=NC(=C1C)C)C